4-(5-((R)-1-(3,5-dichloropyridin-4-yl)ethoxy)-1-(tetrahydro-2H-pyran-2-yl)-1H-indazol-4-yl)benzoic acid ClC=1C=NC=C(C1[C@@H](C)OC=1C(=C2C=NN(C2=CC1)C1OCCCC1)C1=CC=C(C(=O)O)C=C1)Cl